2-amino-3,5-dichloro-N-cyclohexyl-N-methylbenzylamine hydrochloride Cl.NC1=C(CN(C)C2CCCCC2)C=C(C=C1Cl)Cl